3-oxo-3-(4-(trifluoromethylthio)phenyl)propionic acid ethyl ester C(C)OC(CC(C1=CC=C(C=C1)SC(F)(F)F)=O)=O